C(C)(C)(C)OC(=O)N(CC(=O)OCC)C1=NN(C(=C1)C(F)(F)F)C ethyl N-(tertiary-butoxycarbonyl)-N-(1-methyl-5-(trifluoromethyl)-1H-pyrazol-3-yl)glycinate